bis(1,1-dimethylethyl)-2,2'-bipyridine CC(C)(C)C1=C(C(=NC=C1)C1=NC=CC=C1)C(C)(C)C